4-(piperidin-4-yl)piperazin N1CCC(CC1)N1CCNCC1